C1(CC1)N1C(=CC=2N=NC(=CC21)C2=C(C=CC=C2)O)C2CCN(CC2)C2=NC=C(C=N2)C2=NOC(=C2)C(C(=O)OC)C(C)C methyl 2-[3-(2-{4-[5-cyclopropyl-3-(2-hydroxyphenyl) pyrrolo[3,2-c]pyridazin-6-yl] piperidin-1-yl} pyrimidin-5-yl)-1,2-oxazol-5-yl]-3-methylbutanoate